(±)-N-[trans-3-(4-fluorophenoxy)cyclobutyl]-4-phenylpyrrolidine-3-carboxamide FC1=CC=C(O[C@@H]2C[C@H](C2)NC(=O)C2CNCC2C2=CC=CC=C2)C=C1